C(CCCC)C12C=CC(C3=CC=CC=C13)(O2)CCCCCCCCCCCOC2OCCCC2 1-pentyl-4-(11-((tetrahydro-2H-pyran-2-yl)oxy)undecyl)-1,4-dihydro-1,4-epoxynaphthalene